2-(3-amino-4,4-difluoropiperidin-1-yl)-5-chloro-N-(2-sulfamoylpyridin-4-yl)quinoline-3-carboxamide NC1CN(CCC1(F)F)C1=NC2=CC=CC(=C2C=C1C(=O)NC1=CC(=NC=C1)S(N)(=O)=O)Cl